CN(C1=CC=C(S1)\C=C/1\C(=NOC1=O)C(C(F)(F)F)(F)F)C (Z)-4-((5-(dimethylamino)thiophen-2-yl)methylene)-3-(perfluoroethyl)isoxazol-5(4H)-one